3-(2-amino-5-bromophenoxy)propionic acid NC1=C(OCCC(=O)O)C=C(C=C1)Br